COCOC=1C(=CC2=CN(N=C2C1C)C)C1=NC=2C=CN(C(C2C=C1)=O)C1CCN(C2(CC2)C1)C(=O)OC(C)(C)C Tert-butyl 7-[2-[6-(methoxymethoxy)-2,7-dimethyl-indazol-5-yl]-5-oxo-1,6-naphthyridin-6-yl]-4-azaspiro[2.5]octane-4-carboxylate